(5-{[1-(2-Chlorophenyl)ethyl]sulfanyl}-7-{[(1R)-1-(hydroxymethyl)-3-methylbutyl]amino}[1,3]thiazolo[4,5-d]pyrimidin-2-yl)phosphoramidic acid ClC1=C(C=CC=C1)C(C)SC=1N=C(C2=C(N1)N=C(S2)NP(O)(O)=O)N[C@H](CC(C)C)CO